C1(=CC=CC=C1)C1OC=CC1 2-phenyl-2H-furan